2-(6-chloropyridin-3-yl)-5-(pyridin-3-yl)-4,5-dihydropyrrolo[3,4-c]pyrazol-6(2H)-one ClC1=CC=C(C=N1)N1N=C2C(=C1)CN(C2=O)C=2C=NC=CC2